NCC1C2C(CC(C1)C2)CN 2,6-bis-(aminomethyl)-bicyclo[2.2.1]Heptane